CC1(CC(C2=CC=CC=C12)(C)C)C tetramethylindan